N-ethyl-N-(2-hydroxy-2-methylpropyl)azetidine-3-carboxamide hydrochloride Cl.C(C)N(C(=O)C1CNC1)CC(C)(C)O